oxolone O1C(CC=C1)=O